N-(6-amino-5-cyclopropyl-3-pyridyl)-2-[(2S,5R)-2-(3-chlorophenyl)-5-methyl-1-piperidyl]-2-oxo-acetamide NC1=C(C=C(C=N1)NC(C(=O)N1[C@@H](CC[C@H](C1)C)C1=CC(=CC=C1)Cl)=O)C1CC1